6-[3-[4-[[(4-cyclohexyl-butyl)methylamino]carbonyl]-2-oxazolyl]-7-oxabicyclo-[2.2.1]hept-2-yl]-4-hexenoic acid C1(CCCCC1)CCCCN(C(=O)C=1N=C(OC1)C1C(C2CCC1O2)CC=CCCC(=O)O)C